C(C)N1CCN(CC1)CC=1C=CC(=NC1)NC1=NC=C(C(=N1)C1=CC2=C(N=C3N2C2(CC2)CC3)C(=C1)F)F N-(5-((4-ethylpiperazin-1-yl)methyl)pyridin-2-yl)-5-fluoro-4-(5-fluoro-2,3-dihydrospiro[benzo[d]pyrrolo[1,2-a]imidazole-1,1'-cyclopropan]-7-yl)pyrimidin-2-amine